OC1=C(C=C(C=C2C(C(CCC2)=O)=CC2=CC(=C(C=C2)O)OCC)C=C1)OCC bis-(4-hydroxy-3-ethoxy-benzylidene)-cyclohexanone